hydroxyethyl-monopropanol OCCCCCO